NC1=C(C(=C(OC=2C(=C(C#N)C=CC2)F)C(=C1)F)Br)C (4-Amino-2-bromo-6-fluoro-3-methylphenoxy)-2-fluorobenzonitrile